Vinylbenzyl(β-phenoxyethyl)ether C(=C)C(C1=CC=CC=C1)C(COCC(C(C1=CC=CC=C1)C=C)OC1=CC=CC=C1)OC1=CC=CC=C1